C(CC)(=O)O.C(CC)(=O)O.C(CC)(=O)O.N ammonia tripropionate